C12CNCC(N1C1=NN=C(S1)C=1C(=CC(=NC1)C1=CC=C3N1N=CC(=C3)C#N)NC(C)C)C2 7-(5-(5-(3,6-diazabicyclo[3.1.1]hept-6-yl)-1,3,4-thiadiazol-2-yl)-4-(isopropylamino)pyridin-2-yl)pyrrolo[1,2-b]pyridazine-3-carbonitrile